4-[3-(6,7-dihydro-5H-pyrazolo[1,5-a]pyrimidin-4-yl)-7,8-dihydro-5H-1,6-naphthyridin-6-yl]-6-methyl-thieno[2,3-d]pyrimidine N1=CC=C2N1CCCN2C=2C=NC=1CCN(CC1C2)C=2C1=C(N=CN2)SC(=C1)C